C(N)(=O)C=1C=C(C=CC1)N1C(N(C2=C1C=CC(=C2)C(=O)NC2(CCS(CC2)(=O)=O)C)C(C)C)=O 1-(3-carbamoylphenyl)-3-isopropyl-N-(4-methyl-1,1-dioxidotetrahydro-2H-thiopyran-4-yl)-2-oxo-2,3-dihydro-1H-benzo[d]imidazole-5-carboxamide